2-(4-(methyl-sulfinyl)piperidine-1-carbonyl)anthracene-9,10-dione CS(=O)C1CCN(CC1)C(=O)C1=CC=2C(C3=CC=CC=C3C(C2C=C1)=O)=O